C(C)(C)(C)OC(NCC(C)(C)N)=O N-(2-amino-2-methyl-propyl)carbamic acid tert-butyl ester